15-chloro-21-fluoro-16-hydroxy-8,11-dioxa-18lambda6-thia-19-azatetracyclo[18.3.1.113,17.02,7]pentacosa-1(24),2,4,6,13,15,17(25),20,22-nonaene-12,18,18-trione ClC=1C=C2C(OCCOC3=CC=CC=C3C=3C=CC(=C(NS(C(C1O)=C2)(=O)=O)C3)F)=O